2-[4-Isopropyl-2-(1,1,2,2,2-pentafluoroethyl)imidazo[1,2-a]1,8-naphthyridin-8-yl]-1,3,4-oxadiazole C(C)(C)C=1C=2C=CC=3N(C2N=C(C1)C(C(F)(F)F)(F)F)C=C(N3)C=3OC=NN3